trans,trans-deca-2,4-dienal C(\C=C\C=C\CCCCC)=O